4-(5-(2,6-dimethylphenoxy)-1-methyl-2-oxo-1,2-dihydropyridin-4-yl)-2-(2-fluorophenyl)-6-methyl-1,6-dihydro-7H-pyrrolo[2,3-c]pyridin-7-one CC1=C(OC=2C(=CC(N(C2)C)=O)C=2C3=C(C(N(C2)C)=O)NC(=C3)C3=C(C=CC=C3)F)C(=CC=C1)C